COC(C1=CC(=CC=C1)S(NC=1C=2C3=C(C(N(C3=CC1)CC)=O)C=CC2)(=O)=O)=O 3-(N-(1-ethyl-2-oxo-1,2-dihydrobenzo[cd]indol-6-yl)sulfamoyl)benzoic acid methyl ester